2-methyl-butyric acid (3Z)-3-hexen-1-yl ester C(C\C=C/CC)OC(C(CC)C)=O